[(3E,4R)-3-ethylidene-1-(4-methoxybenzyl)piperidin-4-yl](5-fluoro-1H-indol-2-yl)methanone C(/C)=C/1\CN(CC[C@H]1C(=O)C=1NC2=CC=C(C=C2C1)F)CC1=CC=C(C=C1)OC